C(C)S(=O)(=O)C=1C(=NC=C(C1)C(F)(F)F)C=1C=C2C(=CN1)N(N=C2)CC(C(F)(F)F)(F)F 5-[3-ethylsulfonyl-5-(trifluoromethyl)-2-pyridyl]-1-(2,2,3,3,3-pentafluoropropyl)pyrazolo[3,4-c]pyridine